C(C)(C)N1N=C(C(=C1C)O)C1=CC=C(C=C1)C(Br)(Br)Br 1-isopropyl-3-(4-(tribromomethyl)phenyl)-5-methyl-pyrazol-4-ol